CC=1C=CC(=C(C1)O)B1OC(C(O1)(C)C)(C)C 5-methyl-2-(4,4,5,5-tetramethyl-1,3,2-dioxaborolan-2-yl)phenol